C1(CCCCC1)CN1C=CC2=CC(=CC=C12)C(C(=O)N)=C (1-(cyclohexylmethyl)-1H-indol-5-yl)acrylamide